ClC1=NC=C2C(=N1)N(N=C2)C[C@@H]2[C@@H]1C[C@@H]1CN2C(=O)OC(C)(C)C tert-butyl (1R,2S,5S)-2-((6-chloro-1H-pyrazolo[3,4-d]pyrimidin-1-yl)methyl)-3-azabicyclo[3.1.0]hexane-3-carboxylate